[N+](=O)(O)[O-].NCC(=O)O glycine nitrate salt